N1C2(OCC1)CC2 oxaspiro[cyclopropane-1,2'-pyrrolidine]